N-(5-((1,2-dihydrobenzo[4,5]imidazo[1,2-a]pyridin-8-yl)ethynyl)-8-(methylamino)-2,7-naphthyridin-3-yl)cyclopropanecarboxamide C1CC=CC=2N1C1=C(N2)C=CC(=C1)C#CC1=C2C=C(N=CC2=C(N=C1)NC)NC(=O)C1CC1